C(#N)[C@@H](C[C@@H]1C(NCC1)=O)C12C(N(CC2C1(C)C)C([C@@H](NC(C(F)(F)F)=O)C(C)(C)C)=O)C(=O)N {(1S)-1-Cyano-2-[(3S)-2-oxopyrrolidin-3-yl]ethyl}-6,6-dimethyl-3-[3-methyl-N-(trifluoroacetyl)-L-valyl]-3-azabicyclo[3.1.0]hexane-2-carboxamide